1-methyl-4-phenyl-1,3-dihydro-azepin-2-one CN1C(CC(=CC=C1)C1=CC=CC=C1)=O